COC(C=NOC)=O Methyl-2-methoxyiminoacetate